sulfonylbis(2,6-dibromophenol) S(=O)(=O)(C=1C(=C(C(=CC1)Br)O)Br)C=1C(=C(C(=CC1)Br)O)Br